methyl (S)-(4-amino-3-(3-((tert-butoxycarbonyl)amino)pyrrolidin-1-yl)benzoyl)glycinate NC1=C(C=C(C(=O)NCC(=O)OC)C=C1)N1C[C@H](CC1)NC(=O)OC(C)(C)C